tert-butyl (4-carbamoyl-5-methylpyridin-2-yl)carbamate C(N)(=O)C1=CC(=NC=C1C)NC(OC(C)(C)C)=O